ClC1=NC=C2N(C(N(C2=N1)CC1=CC=C(C=C1)C=1N(C=C(N1)C(F)(F)F)C)=N)CC(F)(F)F 2-chloro-9-[[4-[1-methyl-4-(trifluoromethyl)imidazol-2-yl]phenyl]methyl]-7-(2,2,2-trifluoroethyl)purin-8-imine